C(CC(=O)C)(=O)[O-].C(CC(=O)C)(=O)[O-].CCCO[Ti+2] 3-propoxytitanium bis(acetoacetate)